6-amino-2-chloro-4-methyl-nicotinonitrile NC1=NC(=C(C#N)C(=C1)C)Cl